1-(9Z,12Z-heptadecadienoyl)-2-(9Z-pentadecenoyl)-glycero-3-phospho-(1'-sn-glycerol) CCCCC/C=C\CCCCCCCC(=O)O[C@H](COC(=O)CCCCCCC/C=C\C/C=C\CCCC)COP(=O)(O)OC[C@H](CO)O